C1(CCCCCC1)\C=N\NC(=O)C1=NC(=CN=C1)C1=CC=C(C=C1)OC (E)-N'-(cycloheptylmethylene)-6-(4-methoxyphenyl)pyrazine-2-carbohydrazide